NC(C)(C(CCC)O)C 2-amino-2-methyl-3-hexanol